(1s,4s)-N1-ethyl-N4-(5-Methyl-4-(6-phenylimidazo[1,2-a]pyridin-3-yl)pyrimidin-2-yl)cyclohexane-1,4-diamine C(C)NC1CCC(CC1)NC1=NC=C(C(=N1)C1=CN=C2N1C=C(C=C2)C2=CC=CC=C2)C